CN1C(C=2N(C=C1)C=NC2)=O 7-methylimidazo[1,5-a]pyrazin-8-one